FC(C1=C(C=CC(=C1)C(F)(F)F)C(C)N1N=CC(=C1)NC(=O)C1=CN=C(O1)C1=NC=CC=C1)(F)F N-(1-(1-(2,4-bis(trifluoromethyl)phenyl)ethyl)-1H-pyrazol-4-yl)-2-(pyridin-2-yl)oxazole-5-carboxamide